BrC1=CC(=C(S1)C(N)=O)NC(=O)[C@H]1N(C[C@@H](C1)OC1=CC=CC=C1)C(=O)OC(C)(C)C tert-butyl (2S,4R)-2-[(5-bromo-2-carbamoylthiophen-3-yl)carbamoyl]-4-phenoxypyrrolidine-1-carboxylate